rac-(3aR,4S,6aS)-4-(3,3-difluoroazetidin-1-yl)-1-(7,8-dihydrofuro[3,2-e][1,3]benzothiazol-2-yl)hexahydrocyclopenta[d]imidazol-2(1H)-one FC1(CN(C1)[C@H]1CC[C@@H]2N(C(N[C@@H]21)=O)C=2SC1=C(N2)C2=C(C=C1)OCC2)F |r|